N,N'-Hexane-1,6-diylbis[3-(3,5-di-tert-butyl-4-hydroxyphenyl)propionamide] C(CCCCCNC(CCC1=CC(=C(C(=C1)C(C)(C)C)O)C(C)(C)C)=O)NC(CCC1=CC(=C(C(=C1)C(C)(C)C)O)C(C)(C)C)=O